3-((R)-fluoro(4-methyl-4H-1,2,4-triazol-3-yl)methyl)oxetan F[C@H](C1COC1)C1=NN=CN1C